7-(4-(1-methyl-1H-pyrazol-4-yl)benzyl)-2,3-dihydrofuro[3,2-b]pyridine-5-carboxylic acid CN1N=CC(=C1)C1=CC=C(CC2=C3C(=NC(=C2)C(=O)O)CCO3)C=C1